1-[(6-{3-Azabicyclo[3.1.0]hex-3-yl}-2-methylpyridin-3-yl)methyl]-N-[(6R)-3-methyl-2H,4H,5H,6H-cyclopenta[c]pyrazol-6-yl]-1H-1,2,4-triazole-3-carboxamide C12CN(CC2C1)C1=CC=C(C(=N1)C)CN1N=C(N=C1)C(=O)N[C@@H]1CCC=2C1=NNC2C